(3R,7R)-2-(3,4-dichlorobenzoyl)-3,7-dimethyl-9-(1-(6-(methylthio)pyridin-3-yl)ethyl)-1,2,3,4,8,9-hexahydropyrido[4',3':3,4]pyrazolo[1,5-a]pyrazin-10(7H)-one ClC=1C=C(C(=O)N2CC=3C(=NN4C3C(N(C[C@H]4C)C(C)C=4C=NC(=CC4)SC)=O)C[C@H]2C)C=CC1Cl